OCC1=C(C=CC=C1)C1=C2C=CN(C(C2=CN=C1)=O)CC=1N=C2N(C=C(C=C2)C)C1 5-[2-(hydroxymethyl)phenyl]-2-({6-methylimidazo[1,2-a]pyridin-2-yl}methyl)-1,2-dihydro-2,7-naphthyridin-1-one